Cl.N1C[C@@H](CC1)NC1=CC=CC(=N1)S(=O)(=O)NC1=NC(=C(C=C1)C(F)(F)F)C1=C(C=CC=C1)C (R)-6-(pyrrolidin-3-ylamino)-N-(6-(o-tolyl)-5-(trifluoromethyl)pyridin-2-yl)pyridine-2-sulfonamide hydrochloride